7-chloro-1-methyl-2-oxo-4-{4-[4-(trifluoromethoxy)phenoxy]piperidin-1-yl}-1,2-dihydroquinoline ClC1=CC=C2C(=CC(N(C2=C1)C)=O)N1CCC(CC1)OC1=CC=C(C=C1)OC(F)(F)F